FC(C1CC(CCC1)CC(=O)O)(F)F 2-(3-(trifluoromethyl)cyclohexyl)acetic acid